N-(3-cyano-4,5,6,7-tetrahydrobenzo[b]thiophen-2-yl)-N-((1-decyl-1H-1,2,3-triazol-4-yl)methyl)-1-naphthamide C(#N)C=1C2=C(SC1N(C(=O)C1=CC=CC3=CC=CC=C13)CC=1N=NN(C1)CCCCCCCCCC)CCCC2